5-chloro-3H-spiro[2-benzofuran-1,1'-cyclobutane] ClC1=CC2=C(C=C1)C1(CCC1)OC2